C(C)OC(C1=C(C(=CC(=C1)N)Cl)C=1C=NN(C1)C1CCC1)=O 5-amino-3-chloro-2-(1-cyclobutyl-1H-pyrazol-4-yl)benzoic acid ethyl ester